2-(2-(5-cyclopropylpyridin-2-yl)-6-isopropyl-5,8-dioxo-5,6,7,8-tetrahydro-4H-pyrazolo[1,5-a]pyrrolo[3,4-d]pyrimidin-4-yl)-N-(5-fluoropyridin-2-yl)acetamide C1(CC1)C=1C=CC(=NC1)C1=NN2C(N(C3=C(C2=O)CN(C3=O)C(C)C)CC(=O)NC3=NC=C(C=C3)F)=C1